C(=O)NC1=C(C(=NC=C1)C(=O)N[C@H](C(=O)OC(C(C(C)C)OC1=CC=C(C=C1)F)C)C)O [2-(4-fluorophenoxyl)-1,3-dimethyl-butyl] (2S)-2-[(4-formamido-3-hydroxy-pyridine-2-carbonyl)amino]propanoate